(Z)-(1-(4-((2-ethoxy-3,3,3-trifluoroprop-1-en-1-yl)oxy)benzyl)-1H-pyrazol-4-yl)methyl methoxy(methyl)carbamate CON(C(OCC=1C=NN(C1)CC1=CC=C(C=C1)O\C=C(\C(F)(F)F)/OCC)=O)C